BrC=1C=CC(=C(C(=O)C2C(N(CC2)C=C)=O)C1)Cl 3-(5-bromo-2-chlorobenzoyl)-1-vinylpyrrolidin-2-one